(+-)-3,7-Dimethyloctanal C[C@@H](CC=O)CCCC(C)C |r|